3-[7-morpholino-5-[4-(m-tolyl)pyrazol-1-yl]pyrazolo[1,5-a]pyrimidin-2-yl]pyridin-2-amine O1CCN(CC1)C1=CC(=NC=2N1N=C(C2)C=2C(=NC=CC2)N)N2N=CC(=C2)C=2C=C(C=CC2)C